ClC=1C=C(C(=NC1)OC)C1=C(C(=C2NC(C=3N(C2=C1C)C(=NN3)C)(C)C)F)F 8-(5-Chloro-2-methoxy-pyridin-3-yl)-6,7-difluoro-1,4,4,9-tetramethyl-5H-[1,2,4]triazolo[4,3-a]quinoxaline